NC1=C(C=C(C=C1)[B])C=O (4-Amino-3-formylphenyl)boron